S(=O)(=O)(OCCCCCCCCCCCCCCCCCCC)[O-] nonadecyl sulfate